ClC1=NC(=CC(=C1)C1(CC(C1)C)C1=NN=CN1C)OCC 2-chloro-6-ethoxy-4-((1R,3R)-3-methyl-1-(4-methyl-4H-1,2,4-triazol-3-yl)cyclobutyl)pyridine